CC1(CCN(CC1)CC=1C=CC=2N(C1)C=C(N2)CN2C=CC=1C=CN=CC1C2=O)C 7-({6-[(4,4-dimethylpiperidin-1-yl)methyl]imidazo[1,2-a]pyridin-2-yl}methyl)-8-oxo-7,8-dihydro-2,7-naphthyridin